N-(4-(4-(2-(4,4-difluoropiperidin-1-yl)-6-methylpyrimidin-4-yl)-1H-1,2,3-triazol-1-yl)-3-(6-azaspiro[2.5]octane-6-yl)phenyl)-2-hydroxyethane-1-sulfonamide FC1(CCN(CC1)C1=NC(=CC(=N1)C=1N=NN(C1)C1=C(C=C(C=C1)NS(=O)(=O)CCO)N1CCC2(CC2)CC1)C)F